FC(C1=NN=C(S1)C1=C(C(=CC=2N(C(NC21)=O)CC#C)F)S(=O)(=O)NC2(CC2)CF)F [5-(difluoromethyl)-1,3,4-thiadiazol-2-yl]-6-fluoro-N-[1-(fluoromethyl)cyclopropyl]-2-oxo-1-prop-2-ynyl-benzimidazole-5-sulfonamide